2-(trifluoromethoxy)pyridine-3-carboxylic acid methyl ester COC(=O)C=1C(=NC=CC1)OC(F)(F)F